Pyrrolo[1,2-C]Imidazol-7-One C1=C2N(C=N1)C=CC2=O